octamethyl-bis(isobutylcyclopentadienyl)hafnium dichloride [Cl-].[Cl-].C[Hf](C1(C=CC=C1)CC(C)C)(C1(C=CC=C1)CC(C)C)(C)(C)(C)(C)(C)(C)C